6-[(E)-3-(4-mesyl-2-anisidino)-1-propenyl]-4-(1-methyl-4-piperidylamino)-1-(2,2,2-trifluoroethyl)indole S(=O)(=O)(C)C=1C=C(C(OC)=CC1)NC/C=C/C1=CC(=C2C=CN(C2=C1)CC(F)(F)F)NC1CCN(CC1)C